N-(4-benzyl-1-(methylsulfonyl)piperidin-4-yl)-3-(3-(benzyloxy)-2,4-difluoro-5-(trifluoromethyl)phenyl)-N,1-dimethyl-1H-pyrazolo[3,4-d]pyrimidin-6-amine C(C1=CC=CC=C1)C1(CCN(CC1)S(=O)(=O)C)N(C1=NC=C2C(=N1)N(N=C2C2=C(C(=C(C(=C2)C(F)(F)F)F)OCC2=CC=CC=C2)F)C)C